CC(=CCCC(=O)OCC(O)CO)CCCC(CCCC(CCCC(C)C)C)C O-(5,9,13,17-tetramethyl-octadeca-4-enoyl)glycerol